(3-chloro-2-fluorobenzyl)piperidine-4-carboxylic acid ClC=1C(=C(CN2CCC(CC2)C(=O)O)C=CC1)F